ClC1=C(C=CC=2C3=C(NC12)CCN(C3)C(CO)=O)Cl 1-(6,7-dichloro-1,3,4,5-tetrahydro-2H-pyrido[4,3-b]indol-2-yl)-2-hydroxyethan-1-one